(azetidin-3-yl)-N4-(3-cyano-4-methyl-1H-indol-7-yl)-N1-methylbenzene-1,4-disulfonamide N1CC(C1)C1=C(C=CC(=C1)S(=O)(=O)NC=1C=CC(=C2C(=CNC12)C#N)C)S(=O)(=O)NC